1-(2-fluoro-5-(4,4,5,5-tetramethyl-1,3,2-dioxaborolan-2-yl)phenyl)-N,N-dimethylmethanamine FC1=C(C=C(C=C1)B1OC(C(O1)(C)C)(C)C)CN(C)C